2-methoxyethyl 2,2-dimethylpentanoate CC(C(=O)OCCOC)(CCC)C